N-((2,6-dihydroxy-5'-methyl-4-pentyl-2'-(prop-1-en-2-yl)-[1,1'-biphenyl]-3-yl)sulfonyl)-1H-1,2,4-triazole-5-carboxamide OC1=C(C(=CC(=C1S(=O)(=O)NC(=O)C1=NC=NN1)CCCCC)O)C1=C(C=CC(=C1)C)C(=C)C